6',7'-dihydrospiro[cyclopropane-1,5'-pyrrolo[1,2-c]imidazole]-1'-carbaldehyde C1(=C2N(C=N1)C1(CC2)CC1)C=O